BrC=1C(=NN(C1C)C1CC2(CN(C2)C(=O)OC(C)(C)C)C1)N1C(CN(CC1)C(=O)OCC[Si](C)(C)C)(C)C tert-butyl 6-(4-bromo-3-(2,2-dimethyl-4-((2-(trimethylsilyl) ethoxy) carbonyl) piperazin-1-yl)-5-methyl-1H-pyrazol-1-yl)-2-azaspiro[3.3]Heptane-2-carboxylate